C1(CC1)C=1C(=CC(=C(CN2CCC3(CN(C(O3)=O)C3CCC(CC3)(C(=O)NCCCS(=O)(=O)[O-])C)CC2)C1)OCC)C1=NC=C(C=C1)F.[Na+] sodium 3-((1s,4s)-4-(8-(5-cyclopropyl-2-ethoxy-4-(5-fluoropyridin-2-yl)benzyl)-2-oxo-1-oxa-3,8-diazaspiro[4.5]decan-3-yl)-1-methylcyclohexanecarboxamido)propane-1-sulfonate